(R)-3-(3-chloro-4-fluorophenyl)-1-methyl-1-(5-oxo-3,4,5,6,7,8,9,10-octahydro-1H-pyrano[4,3-c]quinolin-10-yl)urea ClC=1C=C(C=CC1F)NC(N([C@H]1C=2C3=C(C(NC2CCC1)=O)CCOC3)C)=O